amino-2-nitroacrylonitrile NC=C(C#N)[N+](=O)[O-]